2-amino-3-((3-((3R,5R)-5-(4-chlorophenyl)tetrahydro-furan-3-yl)-1,2,4-oxadiazol-5-yl)methyl)-5-methylimidazo[5,1-f][1,2,4]triazin-4(3H)-one NC1=NN2C(C(N1CC1=NC(=NO1)[C@@H]1CO[C@H](C1)C1=CC=C(C=C1)Cl)=O)=C(N=C2)C